C(N)(=O)C=1C=C(C=CC1F)NC(=O)[C@H]1S[C@@](C[C@@H]1C1=C(C(=C(C=C1)F)F)OC)(C(F)(F)F)C (2S,3R,5S)-N-(3-carbamoyl-4-fluorophenyl)-3-(3,4-difluoro-2-methoxyphenyl)-5-methyl-5-(trifluoromethyl)tetrahydrothiophene-2-carboxamide